(R)-3-[2-[6-[3-(Benzenesulfonamido)phenyl]-4-hydroxyhexoxy]phenyl]propanoic acid C1(=CC=CC=C1)S(=O)(=O)NC=1C=C(C=CC1)CC[C@H](CCCOC1=C(C=CC=C1)CCC(=O)O)O